C1(=CC=CC=C1)C1=NC=CC=C1.[Ir] iridium (phenylpyridine)